CNC(=O)C1=NNC2=CC(=CC=C12)C1=CSC(=C1)C(NCCC(C)C1=CC=CC=C1)=O n-methyl-6-(5-((3-phenylbutyl)carbamoyl)thiophen-3-yl)-1H-indazole-3-carboxamide